C(C=C)C1CN(C(C(=C1NCC1=C(C=NC=C1)OCC1=CC(=CC=C1)OCC=C)C(=S)NC1=C(C(=CC=C1)F)OC)=O)C(=O)OC(C)(C)C tert-Butyl 3-allyl-4-{[(3-{[3-(allyloxy)benzyl]oxy}pyridin-4-yl)methyl] amino}-5-{[(3-fluoro-2-methoxyphenyl)amino] carbonothioyl}-6-OXO-3,6-dihydropyridine-1(2H)-carboxylate